din-dodecylamine C(CCCCCCCCCCC)NCCCCCCCCCCCC